ClC1=CC2=C(NC(C(CC2)C=2C(C(=NN(C2C)C2=CC=CC=C2)C(=O)N)=O)=O)C=C1 (7-chloro-2-oxo-2,3,4,5-tetrahydro-1H-benzo[b]azepin-3-yl)-6-methyl-4-oxo-1-phenyl-1,4-dihydropyridazine-3-carboxamide